O=C1OC(CC1C1C=C(C2C(C1)C(=O)OC2=O)C)=O 5-(2,5-dioxotetrahydrofuryl)-3-methyl-3-cyclohexene-1,2-dicarboxylic acid anhydride